FC1(CC(C1)C1=CC(=C(C=C1F)N1C(C=CC2=CC(=CC=C12)S(=O)(=O)N(CC1=CC=C(C=C1)OC)C1=NOC=C1)=O)OC)F (P)-1-(4-(3,3-difluorocyclobutyl)-5-fluoro-2-methoxyphenyl)-N-(isoxazol-3-yl)-N-(4-methoxybenzyl)-2-oxo-1,2-dihydroquinoline-6-sulphonamide